4-isopropylphenyl morpholine-4-carbodithioate N1(CCOCC1)C(=S)SC1=CC=C(C=C1)C(C)C